COCC(=O)[O-] (methoxy)acetate